C1=CC=CC=2C3=CC=CC=C3C(C12)COC(=O)NCC1CCC(CC1)C(=O)O (1r,4r)-4-(((((9H-fluoren-9-yl)methoxy)carbonyl)amino)methyl)cyclohexane-1-carboxylic acid